2-(3-fluorophenyl)-N-{(1S)-2-hydroxy-1-[(3S)-tetrahydrofuran-3-yl]ethyl}-3-oxo-6-[4-(trifluoromethoxy)phenyl]-2,3-dihydropyridazine-4-carboxamide FC=1C=C(C=CC1)N1N=C(C=C(C1=O)C(=O)N[C@H](CO)[C@H]1COCC1)C1=CC=C(C=C1)OC(F)(F)F